3,5-Bis(trifluoromethyl)phenol FC(C=1C=C(C=C(C1)C(F)(F)F)O)(F)F